BrC1=C(C=CC(=C1)[N+](=O)[O-])NC1CCC2=CC=CC=C12 N-(2-bromo-4-nitrophenyl)-2,3-dihydro-1H-inden-1-amine